CC=1N=C2N(N=C(C=C2)C2=CNC=3N=C(N=CC32)NC3CCOCC3)C1 5-(2-methylimidazo[1,2-b]pyridazin-6-yl)-N-(tetrahydro-2H-pyran-4-yl)-7H-pyrrolo[2,3-d]pyrimidin-2-amine